C(C)(C)(C)OC(=O)N1CCC(=CC1)C1=C2C=3C(=C(NC3C=C1)[Si](CC)(CC)CC)COC2 4-(2-(triethylsilyl)-1,5-dihydro-3H-pyrano[3,4,5-cd]indol-6-yl)-3,6-dihydropyridine-1(2H)-carboxylic acid tert-butyl ester